(S)-2-((2-ethyl-6-methyl-5-(6-(tetrahydrofuran-3-carbonyl)-2,6-diazaspiro[3.3]heptan-2-yl)-2H-pyrazolo[3,4-b]pyridin-3-yl)(methyl)amino)-4-(4-fluorophenyl)thiazole-5-carbonitrile C(C)N1N=C2N=C(C(=CC2=C1N(C=1SC(=C(N1)C1=CC=C(C=C1)F)C#N)C)N1CC2(C1)CN(C2)C(=O)[C@@H]2COCC2)C